C(C)C1=C(C=NN1C=1C=NC=NC1)C(=O)NC1=CC(=C(C=C1)OC1=C2C(=NC=C1)NC(N2C(C)C)=O)F 5-ethyl-N-(3-fluoro-4-((1-isopropyl-2-oxo-2,3-dihydro-1H-imidazo[4,5-b]pyridine-7-yl)oxy)phenyl)-1-(pyrimidine-5-yl)-1H-pyrazole-4-carboxamide